2-[4-(dimethylamino)-phenyl]-ethanol CN(C1=CC=C(C=C1)CCO)C